N1(C=NC=C1)C1=CC=CC(=N1)N1CCC(CC1)CN1CCN(CC1)CC1=CC=C(CC=2C=3C4=C(C(N(C4=CC2)C2C(NC(CC2)=O)=O)=O)C=CC3)C=C1 3-(6-(4-((4-((1-(6-(1H-imidazol-1-yl)pyridin-2-yl)piperidin-4-yl)methyl)piperazin-1-yl)methyl)benzyl)-2-oxobenzo[cd]indol-1(2H)-yl)piperidine-2,6-dione